(1R,3R)-1-[4-[(2S)-2-[3-(difluoromethyl)azetidin-1-yl]propoxy]-2,6-difluoro-phenyl]-2-(2-fluoro-2-methyl-propyl)-3-methyl-1,3,4,9-tetrahydropyrido[3,4-b]indole FC(C1CN(C1)[C@H](COC1=CC(=C(C(=C1)F)[C@H]1N([C@@H](CC2=C1NC1=CC=CC=C21)C)CC(C)(C)F)F)C)F